5-(3-fluoro-4-methyl-5-(((1-methylpiperidin-4-yl)sulfonyl)ethynyl)phenoxy)-1H-1,2,3-triazole-4-carboxylic acid FC=1C=C(OC2=C(N=NN2)C(=O)O)C=C(C1C)C#CS(=O)(=O)C1CCN(CC1)C